N-(3-fluoro-4-((2-(methylamino)-8,9-dihydroimidazo[1',2':1,6]pyrido[2,3-d]pyrimidin-6-yl)oxy)phenyl)-N-(4-fluorophenyl)cyclopropane-1,1-dicarboxamide FC=1C=C(C=CC1OC1=CC2=C(N=C(N=C2)NC)N2C1=NCC2)N(C(=O)C2(CC2)C(=O)N)C2=CC=C(C=C2)F